C1(CC1)N1C(CN2C(CC1)=CC(=N2)NC2=NC=C1CCN(CC1=C2)C(=O)OC(C)(C)C)=O tert-butyl 7-({6-cyclopropyl-7-oxo-4H,5H,6H,7H,8H-pyrazolo[1,5-d][1,4]diazepin-2-yl}amino)-1,2,3,4-tetrahydro-2,6-naphthyridine-2-carboxylate